(E)-7-(2-(4-(dimethylamino)but-2-enamido)phenyl)-2-(4-phenoxyphenyl)-4,5,6,7-tetrahydropyrazolo[1,5-a]pyrimidine-3-carboxamide CN(C/C=C/C(=O)NC1=C(C=CC=C1)C1CCNC=2N1N=C(C2C(=O)N)C2=CC=C(C=C2)OC2=CC=CC=C2)C